FC1=C2C3(C(N(C2=CC=C1)C1=CC=NN1C)=O)CC3 fluoro-1'-(1-methyl-1H-pyrazol-5-yl)spiro[cyclopropane-1,3'-indoline]-2'-one